Di(tertiary butyl)hydroxytoluene C(C)(C)(C)C(C1=CC=CC=C1)(O)C(C)(C)C